N-(2-((dimethylamino)methyl)imidazo[1,2-a]pyridin-6-yl)-7-methyl-1H-indole CN(C)CC=1N=C2N(C=C(C=C2)N2C=CC3=CC=CC(=C23)C)C1